ON=C1C=C(C(C2=CC=CC=C12)=O)N[C@@H](C(=O)NC1=C(C=CC(=C1)OC)OC)CC1=CC=CC=C1 (R)-2-((4-(hydroxyimino)-1-oxo-1,4-dihydronaphthalen-2-yl)amino)-3-phenyl-N-(2,5-dimethoxyphenyl)-propanamide